4-(2-fluorophenyl)-N-(phenylsulfonyl)piperazine-1-carboxamide FC1=C(C=CC=C1)N1CCN(CC1)C(=O)NS(=O)(=O)C1=CC=CC=C1